6-(4-chloro-1H-pyrazol-1-yl)nicotinonitrile ClC=1C=NN(C1)C1=NC=C(C#N)C=C1